C(CCCCC(=O)O)C(=O)O pentane-1,5-dicarboxylic acid